OC1=CC=C(C(C=NCCN=CC=2C(O)=CC=C(C2)O)=C1)O N,N'-bis(5-hydroxyl-salicylidene)ethylenediamine